ClC1=C(C(=O)N2CCN(CC2)C(CNC(OC(C)(C)C)=O)=O)C=CC(=C1)NC=1C=2N(C=CN1)C(=CN2)C=2C(=NNC2)C(F)(F)F tert-butyl N-[2-[4-[2-chloro-4-[[3-[3-(trifluoromethyl)-1H-pyrazol-4-yl]imidazo[1,2-a]pyrazin-8-yl]amino]benzoyl]piperazin-1-yl]-2-oxo-ethyl]carbamate